N-(5-methylpyrimidin-2-yl)-2-[6-bromo-1',1',5-trifluoro-1-oxospiro[3H-isoquinoline-4,2'-cyclopropane]-2-yl]acetamide CC=1C=NC(=NC1)NC(CN1C(C2=CC=C(C(=C2C2(C(C2)(F)F)C1)F)Br)=O)=O